C(C)(C)(C)OC(=O)NCCCN1[N+](=CC=C1)C[C@H]1CN(CC1)C(=O)OC(C)(C)C 1-(3-((tert-butoxycarbonyl)-amino)propyl)-2-(((R)-1-(tert-butoxycarbonyl)pyrrolidin-3-yl)methyl)-1H-pyrazol-2-ium